p-tertiary-butyl-phenol C(C)(C)(C)C1=CC=C(C=C1)O